C1(CC1)S(=O)(=O)NC(C(C)C)=O N-(cyclopropylsulfonyl)-2-methylpropanamide